4-cyclohexanediformaldehyde C1(CCC(CC1)C=O)C=O